1-ethyl-4-(4-(4,4,5,5-tetramethyl-1,3,2-dioxaborolan-2-yl)phenyl)piperidine C(C)N1CCC(CC1)C1=CC=C(C=C1)B1OC(C(O1)(C)C)(C)C